N1=CC(=CC=C1)\C(\C)=N\NC(=O)C1=CC2=C(OCO2)C=C1 (E)-N'-(1-(pyridin-3-yl)ethylidene)benzo[d][1,3]dioxole-5-carbohydrazide